C(C1=CC=CC=C1)OC[C@H](C(=O)O)N1CCC(CC1)C1=CC2=C(N(C(N2C)=O)C2C(NC(CC2)=O)=O)C=C1 (2R)-3-(benzyloxy)-2-(4-(1-(2,6-dioxopiperidin-3-yl)-3-methyl-2-oxo-2,3-dihydro-1H-benzo[d]imidazol-5-yl)piperidin-1-yl)propanoic acid